C[C@@H]1C(CCCC1)NC=1C2=C(N=CC1C#CC1=NC=CC=C1)NC=C2 N-((2S)-2-methylcyclohexyl)-5-(pyridin-2-ylethynyl)-1H-pyrrolo[2,3-b]pyridin-4-amine